1-(3-bromophenyl)-3-(3-methylbutyl)urea BrC=1C=C(C=CC1)NC(=O)NCCC(C)C